(E)-N-(4-((3-chlorophenyl)amino)-3-cyano-7-ethoxy-2-ethylquinolin-6-yl)-4-morpholinobut-2-enamide ClC=1C=C(C=CC1)NC1=C(C(=NC2=CC(=C(C=C12)NC(\C=C\CN1CCOCC1)=O)OCC)CC)C#N